5-[2-(octylsulfinyl)propyl]-1,3-benzodioxolane C(CCCCCCC)S(=O)C(CC1=CC2=C(OCO2)C=C1)C